OC(C=1C=CC=C2C=CC(=CC12)O)C1=CC(=CC=C1)C 8-(hydroxy(3-methylphenyl)methyl)naphthalene-2-ol